N-(2-hydroxy-1-(5-methylthiophen-2-yl)ethyl)-1-(5-methyl-2-((tetrahydro-2H-pyran-4-yl)amino)-pyrimidin-4-yl)-1H-imidazole-4-carboxamide OCC(C=1SC(=CC1)C)NC(=O)C=1N=CN(C1)C1=NC(=NC=C1C)NC1CCOCC1